Dimethyl 4-[(2-bromo-3-methyl-phenyl)sulfonylamino]benzene-1,2-dicarboxylate BrC1=C(C=CC=C1C)S(=O)(=O)NC=1C=C(C(=CC1)C(=O)OC)C(=O)OC